N-Methyltaurat CNCCS(=O)(=O)[O-]